2-(6-chloro-2-pyridyl)-2-(5-methoxy-1,3-dimethyl-pyrazol-4-yl)propanenitrile ClC1=CC=CC(=N1)C(C#N)(C)C=1C(=NN(C1OC)C)C